BrC1=NC(=CC(=C1OCOC)CC(=O)O)I.FC(C1=C(C=CC(=C1)C(F)(F)F)Cl)(F)F 2,4-bis(trifluoromethyl)chlorobenzene 2-Bromo-6-iodo-3-(methoxymethoxy)pyridin-4-yl-acetate